(trans-3-aminocyclobutyl)((S)-1-(4-fluorophenyl)-3,4-dihydroisoquinolin-2(1H)-yl)methanone N[C@@H]1C[C@H](C1)C(=O)N1[C@H](C2=CC=CC=C2CC1)C1=CC=C(C=C1)F